C1(CCC1)N1C=CC=2C1=NC=C(C2C2CC2)N 1-cyclobutyl-4-cyclopropyl-1H-pyrrolo[2,3-b]pyridin-5-amine